bis(5-cyclohexyl-4-hydroxy-3-methylphenyl)-2-Hydroxyphenylmethane C1(CCCCC1)C=1C(=C(C=C(C1)C(C1=C(C=CC=C1)O)C1=CC(=C(C(=C1)C1CCCCC1)O)C)C)O